1-Benzyl (2-(2-((3-(1-(2,6-dioxopiperidin-3-yl)-3-methyl-2-oxo-2,3-dihydro-1H-benzo[d]imidazol-5-yl)prop-2-yn-1-yl)oxy)ethoxy)ethyl)carbamate O=C1NC(CCC1N1C(N(C2=C1C=CC(=C2)C#CCOCCOCCNC(OCC2=CC=CC=C2)=O)C)=O)=O